COC1=CC=C(C=N1)NC(CN(C=1C2=C(N=C(N1)C1=NC=CC(=C1)O[C@H]1COCC1)CCC2)C)=O N-(6-methoxypyridin-3-yl)-2-[methyl(2-{4-[(3R)-oxolan-3-yloxy]pyridin-2-yl}-5H,6H,7H-cyclopenta[d]pyrimidin-4-yl)amino]acetamide